OC(CCCCCCC(=O)O)CCCCCCCCCCCCCCCCCC 8-Hydroxy-hexacosanoic acid